C(C)(=O)O[C@H]1[C@H](OC[C@@H]([C@H]1OC(C)=O)NC(C)=O)COC(C)=O (2R,3R,4R,5S)-5-acetamido-2-(acetoxymethyl)tetrahydro-2H-pyran-3,4-diyl diacetate